ClC=1N(N=C2C(N(N=CC21)[C@@H]2[C@@H](C2)CC)=O)CC2=C(C=CC=C2)F 3-chloro-6-[(1S,2R)-2-ethylcyclopropyl]-2-[(2-fluorophenyl)methyl]pyrazolo[3,4-d]pyridazin-7-one